6-{(2S)-1-[(4-Fluorophenyl)amino]-1-oxopropan-2-yl}-N-(propan-2-yl)-3,4-dihydrochinolin-1(2H)-carboxamid FC1=CC=C(C=C1)NC([C@@H](C)C=1C=C2CCCN(C2=CC1)C(=O)NC(C)C)=O